(3-methyloxetan-3-yl)methyl 9,9-bis(4-hydroxy-3-methylphenyl)-9H-fluorene-4-carboxylate OC1=C(C=C(C=C1)C1(C2=CC=CC=C2C=2C(=CC=CC12)C(=O)OCC1(COC1)C)C1=CC(=C(C=C1)O)C)C